C(C)(C)(C)OC(=O)N1CCC(CC1)Br tert-butyl-4-bromopiperidine-1-carboxylate